NCC1C(C2CCC1C2)NC [3-(aminomethyl)-2-bicyclo[2.2.1]heptyl]-methylamine